N1(CCC2=CC=CC=C12)C(CNS(=O)(=O)C1=CC=C(C=C1)C(F)(F)F)C N-(2-(INDOLIN-1-YL)PROPYL)-4-(TRIFLUOROMETHYL)BENZENESULFONAMIDE